N-(benzo[d]thiazol-2-yl)-2-fluoro-4-(piperidin-4-ylidenemethyl)benzamide S1C(=NC2=C1C=CC=C2)NC(C2=C(C=C(C=C2)C=C2CCNCC2)F)=O